Di-N-Butyl Sulfoxide CCCCS(=O)CCCC